Cl.FC1=CC=C(C(=O)O)C=C1F 4,5-difluorobenzoic acid hydrochloride